ClC1=CC(=NC=C1)C=N[S@@](=O)C(C)(C)C (S)-N-((4-chloropyridine-2-yl)methylene)-2-methylpropane-2-sulfinamide